2,4-difluoro-6-nitroaniline FC1=C(N)C(=CC(=C1)F)[N+](=O)[O-]